6-fluoro-5-[(2-fluoro-4-iodophenyl)amino]-8-methylpyrido[2,3-d]pyrimidin-4,7(3H,8H)-dion FC1=C(C2=C(N=CNC2=O)N(C1=O)C)NC1=C(C=C(C=C1)I)F